(E)-4-((5-(4-methoxyphenyl)-1H-indol-1-yl)methyl)-2-(4-(trifluoromethyl)styryl)oxazole COC1=CC=C(C=C1)C=1C=C2C=CN(C2=CC1)CC=1N=C(OC1)\C=C\C1=CC=C(C=C1)C(F)(F)F